sorbitol tetraitaconate C(C(=C)CC(=O)O)(=O)O.C(C(=C)CC(=O)O)(=O)O.C(C(=C)CC(=O)O)(=O)O.C(C(=C)CC(=O)O)(=O)O.OC[C@H](O)[C@@H](O)[C@H](O)[C@H](O)CO